(2,3-dichlorophenyl)-2,6-dimethyl-1,4-dihydropyridine-3,5-dicarboxylic acid monomethyl ester COC(=O)C1=C(N(C(=C(C1)C(=O)O)C)C1=C(C(=CC=C1)Cl)Cl)C